CC(C)S(=O)(=O)NC1=C(C(=O)NC23CC(C2)(C3)C(F)(F)F)C=C(C=C1)C(F)(F)F 2-((1-methylethyl)sulfonamido)-5-(trifluoromethyl)-N-(3-(trifluoromethyl)bicyclo[1.1.1]pentan-1-yl)benzamide